(1S,2S)-2-((R)-1-((R,E)-4-(but-3-en-1-yl)-2-((tert-butoxycarbonyl)imino)-4-ethyl-6-oxotetrahydropyrimidin-1(2H)-yl)-3-methoxypropyl)cyclopropane-1-carboxylic acid C(CC=C)[C@]1(N\C(\N(C(C1)=O)[C@H](CCOC)[C@@H]1[C@H](C1)C(=O)O)=N/C(=O)OC(C)(C)C)CC